C1(CC1)C(CC(=O)O)C1=CC(=CC=C1)OCC1=CC(=C(C=C1)C1=C(C=CC(=C1)OC)F)CC(CC#C)(C)C 3-cyclopropyl-3-(3-((2-(2,2-dimethylpent-4-yn-1-yl)-2'-fluoro-5'-methoxy-[1,1'-biphenyl]-4-yl)methoxy)phenyl)propanoic acid